3-(4-(4-((((R)-1-(2-methoxyphenyl)ethoxy)carbonyl)amino)-3-methylisoxazol-5-yl)phenoxy)cyclohexane-1-carboxylic acid COC1=C(C=CC=C1)[C@@H](C)OC(=O)NC=1C(=NOC1C1=CC=C(OC2CC(CCC2)C(=O)O)C=C1)C